1-methyl-2-piperidinemethanol CN1C(CCCC1)CO